C(CCC)ON=C1C2(CCC(C1)C2(C)C)CS(=O)(=O)NC2=CC(=CC=C2)C(F)(F)F 1-(2-(butoxyimino)-7,7-dimethylbicyclo[2.2.1]hept-1-yl)-N-(3-(trifluoromethyl)phenyl)methanesulfonamide